FC=1C=C(CNC(=O)C=2C=NC=C(C(=O)[O-])C2)C=CC1F 5-(3,4-difluorobenzyl-carbamoyl)nicotinate